(9H-fluorene-2,7-diyl)diphthalic acid C1=C(C=CC=2C3=CC=C(C=C3CC12)C1=C(C(C(=O)O)=CC=C1)C(=O)O)C1=C(C(C(=O)O)=CC=C1)C(=O)O